Tetrahydro-4H-pyran-4-on O1CCC(CC1)=O